7-(8-ethynyl-7-fluoronaphthalen-1-yl)-8-fluoropyrido[4,3-d]pyrimidine-2,4-diol C(#C)C=1C(=CC=C2C=CC=C(C12)C1=C(C=2N=C(N=C(C2C=N1)O)O)F)F